FC(C(OC1=C(C=C(C=N1)C=1N=CC(=NC1)NN)F)C)F [5-[6-(2,2-difluoro-1-methyl-ethoxy)-5-fluoro-3-pyridyl]pyrazin-2-yl]hydrazine